[NH4+].[O-2].[O-2].[Ti+3] titanium dioxide, ammonium salt